bromocreosol CC1=CC(=C(C=C1)O)OCBr